(R)-5-(2-(2,5-difluorophenyl)pyrrolidin-1-yl)-N-(2-(methylsulfonamido)ethyl)pyrazolo[1,5-a]pyrimidine-3-carboxamide FC1=C(C=C(C=C1)F)[C@@H]1N(CCC1)C1=NC=2N(C=C1)N=CC2C(=O)NCCNS(=O)(=O)C